(2-((1-((1-methoxypropan-2-yl)oxy)propan-2-yl)oxy)ethene-1,1-diyl)dibenzene COCC(C)OCC(C)OC=C(C1=CC=CC=C1)C1=CC=CC=C1